3-ethoxy-6-methyl-8-(4,4,5,5-tetramethyl-1,3,2-dioxaborolan-2-yl)quinoline C(C)OC=1C=NC2=C(C=C(C=C2C1)C)B1OC(C(O1)(C)C)(C)C